trans-(4-aminopiperidin-1-yl)(3-(3,4-dihydroisoquinolin-2(1H)-yl)-4-hydroxypyrrolidin-1-yl)methane NC1CCN(CC1)CN1C[C@H]([C@@H](C1)O)N1CC2=CC=CC=C2CC1